N-(5-((1s,3s)-3-(4-(trifluoromethyl)phenyl)cyclobutoxy)-1H-indol-3-yl)-1H-pyrazole-5-carboxamide FC(C1=CC=C(C=C1)C1CC(C1)OC=1C=C2C(=CNC2=CC1)NC(=O)C1=CC=NN1)(F)F